OC=1C(=C(OC2CCC(CC2)OCC(C)N2CCN(CC2)C(=O)OC(C)(C)C)C=CC1)C tert-butyl 4-(1-(((1r,4r)-4-(3-hydroxy-2-methylphenoxy)cyclohexyl)oxy)propan-2-yl)piperazine-1-carboxylate